(3s,4r)-4-amino-3-fluoro-1-piperidinecarboxylic acid N[C@H]1[C@H](CN(CC1)C(=O)O)F